4-[(3S)-2-oxopiperidin-3-yl]Butyramide O=C1NCCC[C@@H]1CCCC(=O)N